ethyl-2-((2-(4-(benzyloxy)-2-methoxyphenoxy)-4-methoxyphenyl)carbamoyl)heptanoic acid methyl ester COC(C(CCCCC)(C(NC1=C(C=C(C=C1)OC)OC1=C(C=C(C=C1)OCC1=CC=CC=C1)OC)=O)CC)=O